CC(C)[C@@H](C)C=C[C@@H](C)[C@H]1CCC2=C3C=CC4=CC(CC[C@]4(C)[C@H]3CC[C@]12C)=O Ergosta-4,6,8(14),22-tetraen-3-one